C1CCC2=CC(=CC=C12)NC(=O)C1=CC(=CC=2NC(=NC21)N(C)C)NC(=O)C2=C(C=CC=C2)C(F)(F)F N-(2,3-dihydro-1H-inden-5-yl)-2-(dimethylamino)-6-({[2-(trifluoromethyl)phenyl]carbonyl}amino)-1H-benzoimidazole-4-carboxamide